4,4-Dimethylcyclohexyl-N-methyl-[2,1,3]-benzoxadiazole-5-carboxamide CC1(CCC(CC1)C1=C(C=CC2=NON=C21)C(=O)NC)C